(6S)-6-(3-Anilino-2-chloro-phenyl)-2-imino-6-methyl-3-(tetrahydropyran-4-yl)-hexahydropyrimidin-4-one N(C1=CC=CC=C1)C=1C(=C(C=CC1)[C@@]1(CC(N(C(N1)=N)C1CCOCC1)=O)C)Cl